cyclopentyl-5-{3-[4-(difluoromethoxy)phenyl]-1,2,4-oxadiazol-5-yl}-1H-1,2,3-benzotriazole C1(CCCC1)N1N=NC2=C1C=CC(=C2)C2=NC(=NO2)C2=CC=C(C=C2)OC(F)F